CC1OC(=C(C1=O)O)C 2,5-dimethyl-4-hydroxy-3[2H]-furanone